O1C=C(C=C1)C1=CC=C2C(=N1)C(=CS2)C2=CC=CC=C2 5-(furan-3-yl)-3-phenylthieno[3,2-b]pyridine